N-(2-azaspiro[3.3]hept-6-ylmethyl)-3-chloro-5-fluoro-benzamide C1NCC12CC(C2)CNC(C2=CC(=CC(=C2)F)Cl)=O